NC(C(CCC(=O)OC(C)(C)C)N1C(C2=CC=C(C=C2C1)OCCCCCO)=O)=O tert-butyl 5-amino-4-(5-((5-hydroxypentyl) oxy)-1-oxoisoindolin-2-yl)-5-oxopentanoate